COC1=NC=CC(=C1)C1=CC=2C(=NC=CC2N2C[C@H]3CCC(C2)N3C3CC(C3)C#N)N1 (1R,3r)-3-(3-(2-(2-methoxypyridin-4-yl)-1H-pyrrolo[2,3-b]pyridin-4-yl)-3,8-diazabicyclo[3.2.1]octan-8-yl)cyclobutane-1-carbonitrile